(2R,3S)-2-((E)-3-(7-chloro-6-(3-chlorophenyl)-3H-imidazo[4,5-b]pyridin-3-yl)prop-1-en-1-yl)piperidin-3-ol dihydrochloride Cl.Cl.ClC1=C2C(=NC=C1C1=CC(=CC=C1)Cl)N(C=N2)C/C=C/[C@H]2NCCC[C@@H]2O